ethyl N-(4-fluorobenzoyl)-2-aminoacrylate FC1=CC=C(C(=O)NC(C(=O)OCC)=C)C=C1